CN1C(N(C2=C1C(=CC=C2)C2CC1(CO1)C2)COCC[Si](C)(C)C)=O 3-Methyl-4-(1-oxaspiro[2.3]hexane-5-yl)-1-(2-trimethylsilylethoxymethyl)benzimidazol-2-one